FC1=C(C(=O)ONC(=N)C=2C=C(C#N)C=CC2)C=CC=C1 3-[N-(2-fluorobenzoyloxy)amidino]benzonitrile